ClC=1C=C(C=CC1Cl)N1C(CC[C@H]1C1=NC2=C(N1C1CCN(CC1)S(=O)(=O)C)C=CC(=C2)C=2C(=NOC2C)C)=O (S)-1-(3,4-dichlorophenyl)-5-(5-(3,5-dimethylisoxazol-4-yl)-1-(1-(methylsulfonyl)piperidin-4-yl)-1H-benzo[d]imidazol-2-yl)pyrrolidin-2-one